1-bromo-8-chloro-3-(5-(difluoromethyl)-1,3,4-thiadiazol-2-yl)-N-(3-(difluoromethyl)oxetane-3-yl)imidazo[1,5-a]pyridine-6-sulfonamide BrC=1N=C(N2C1C(=CC(=C2)S(=O)(=O)NC2(COC2)C(F)F)Cl)C=2SC(=NN2)C(F)F